4-(1H-pyrazol-1-yl)benzoylhydrazine N1(N=CC=C1)C1=CC=C(C(=O)NN)C=C1